3-(4-cyanophenyl)-3-hydroxy-N-(1-(3-(2,2,2-trifluoroethoxy)phenyl)cyclopropyl)-butanamide C(#N)C1=CC=C(C=C1)C(CC(=O)NC1(CC1)C1=CC(=CC=C1)OCC(F)(F)F)(C)O